BrC1=CC=2N(C=C1)C(=NN2)[C@@H]2C[C@@H](CCC2)NC(OC(C)(C)C)=O tert-butyl N-[(1R,3S)-3-(7-bromo-[1,2,4]triazolo[4,3-a]pyridin-3-yl)cyclohexyl]carbamate